ClC1=CC=C(C=C1)N1C2=NC(=NC(=C2N=C1C=1C=NC(=CC1)C#N)N1CCC(CC1)(C(=O)O)C)OCC(C)(C)O 1-[9-(4-chlorophenyl)-8-(6-cyano-3-pyridyl)-2-(2-hydroxy-2-methyl-propoxy)purin-6-yl]-4-methyl-piperidine-4-carboxylic acid